1-(1-amino-2-methyl-1-oxopropan-2-yl)-N-((5-(pyridin-4-yl)-1,3,4-thiadiazol-2-yl)methyl)-1H-1,2,3-triazole-4-carboxamide NC(C(C)(C)N1N=NC(=C1)C(=O)NCC=1SC(=NN1)C1=CC=NC=C1)=O